2-fluoro-3-hydroxy-5-methylbenzonitrile FC1=C(C#N)C=C(C=C1O)C